C12C(C3CC(CC(C1)C3)C2)N(C(CN2C(C(=CC=C2)NC([C@H](CCC(C(=O)NC)=O)NC(=O)C=2OC3=C(C2C)C=CC=C3)=O)=O)=O)C (S)-N1-(1-(2-(2-Adamantyl(methyl)amino)-2-oxoethyl)-2-oxo-1,2-dihydropyridin-3-yl)-N6-methyl-2-(3-methylbenzofuran-2-carboxamido)-5-oxohexandiamid